FC1=C(C=CC(=C1C(=O)C=1C=C2N=C(C=NC2=CC1)OCCOC)F)NC(=O)NC1=CC(=CC=C1)F 1-(2,4-difluoro-3-(3-(2-methoxyethoxy)quinoxaline-6-carbonyl)phenyl)-3-(3-fluorophenyl)urea